ClC1=CC=CC2=C1NC(=N2)C(=O)N2C(C=1C=CC=NC1CC2)C(C)F (7-Chloro-1H-benzo[d]imidazol-2-yl)(5-(1-fluoroethyl)-7,8-dihydro-1,6-naphthyridin-6(5H)-yl)methanone